ClC1=C(C=CC(=C1)Cl)N1N=C(C[C@@]1(C(=O)OCC)C)C(=O)OCC |r| diethyl (RS)-1-(2,4-dichlorophenyl)-5-methyl-2-pyrazoline-3,5-dicarboxylate